C(C=C)N(NC(C1=C(C=C(C=C1)/C(=C/C(C(F)(F)F)C1=CC(=C(C(=C1)Cl)Cl)Cl)/F)C(F)(F)F)=O)C1=NC=CC=N1 (Z)-N'-allyl-N'-(pyrimidin-2-yl)-4-(1,4,4,4-tetrafluoro-3-(3,4,5-trichlorophenyl)but-1-en-1-yl)-2-(trifluoromethyl)benzoyl-hydrazine